α-humulen C/C/1=C\CC(/C=C\C/C(=C\CC1)/C)(C)C